C(=O)(O)COC1=CC=2C(C3=CC=CC=C3SC2C=C1)=O 2-(carboxymethoxy)-9H-thioxanthon